C(C=C)(=O)OCCC[Si](O[SiH](C)C)(O[SiH](C)C)O[SiH](C)C (3-acryloxypropyl)tris(dimethylsiloxy)silane